N-(2,3-Dihydro-1H-inden-2-yl)-5-methyl-2-(5-morpholin-4-yl-3,4'-bipyridin-2'-yl)-1H-imidazole-4-carboxamide C1C(CC2=CC=CC=C12)NC(=O)C=1N=C(NC1C)C1=NC=CC(=C1)C=1C=NC=C(C1)N1CCOCC1